FC(CP(OCC=CF)([O-])=O)(F)F (2-fluorovinyl)methyl (2,2,2-trifluoroethyl)phosphonate